(S or R)-7-bromo-4-methyl-1,4-dihydro-2H-benzo[d][1,3]oxazin-2-one BrC=1C=CC2=C(NC(O[C@H]2C)=O)C1 |o1:9|